S(C)(=O)(=O)O.C(CCCCC)N1N=C(N(C1)C)CC 1-n-hexyl-3-ethyl-4-methyl-1,2,4-triazole mesylate